didodecyl-monoethanolamine C(CCCCCCCCCCC)N(CCO)CCCCCCCCCCCC